ONC(=N)C=1COC2=C(C1)C=CC=C2 3-(N-hydroxycarbamimidoyl)-2H-benzopyran